3-mercapto-2-methylpropyl-dimethoxyphenylsilane SCC(C[Si](C1=CC=CC=C1)(OC)OC)C